ClC1=CC=C2C=C(NC2=C1)C=1N=NC=C(C1N1CCC(CC1)N)C1=CC(=CC(=C1)C)F 1-[3-(6-chloro-1H-indol-2-yl)-5-(3-fluoro-5-methylphenyl)pyridazin-4-yl]piperidin-4-amine